4-(6-(2,5-Difluorophenyl)-6-(1-methyl-2-oxo-1,2-dihydropyridin-3-yl)hexa-1,3-Diyn-1-yl)-2-((R)-morpholin-2-yl)-1H-pyrrolo[2,3-b]pyridine-5-carboxamide FC1=C(C=C(C=C1)F)C(CC#CC#CC1=C2C(=NC=C1C(=O)N)NC(=C2)[C@H]2CNCCO2)C=2C(N(C=CC2)C)=O